(4R,5S,6R)-3-hydrazino-6-(hydroxymethyl)tetrahydro-2H-pyran-2,4,5-triol N(N)C1C(O[C@@H]([C@H]([C@@H]1O)O)CO)O